SC=1OC2=C(N1)C=C(C=C2)C#N 2-mercaptobenzo[d]oxazole-5-nitrile